N-methyl-L-homoarginine CN[C@@H](CCCCNC(N)=N)C(=O)O